2-(8-(7-guanidinobenzofuran-4-carbonyloxy)-[1,2,4]triazolo[1,5-a]pyridin-5-yl)acetic acid N(C(=N)N)C=1C=CC(=C2C=COC21)C(=O)OC=2C=1N(C(=CC2)CC(=O)O)N=CN1